6-[[5-(2,2,2-trifluoroethyl)-1H-1,2,4-triazol-3-yl]methyl]-2-azaspiro[3.3]heptane-2-carboxylic Acid Tert-Butyl Ester C(C)(C)(C)OC(=O)N1CC2(C1)CC(C2)CC2=NNC(=N2)CC(F)(F)F